[2-(acryloyloxy)ethyl]dimethyl-ammonium bromide [Br-].C(C=C)(=O)OCC[NH+](C)C